TITANIUM-NIOBIUM-TUNGSTEN-OXIDE [W]=O.[Nb].[Ti]